C(CCC)SS(=O)(=O)C(C(=O)O)C 2-(butyl-mercaptosulfonyl)propionic acid